[Br-].C(C)[N+](CCC)(CC)CC triethylpropyl-ammonium bromide